OC(=O)C(F)(F)F.N=1N(N=CC1)C[C@@H]1C[C@H](CN1)NC(=O)C=1OC(=CN1)C1=CC(=CC=C1)C#N N-((3R,5S)-5-((2H-1,2,3-triazol-2-yl)methyl)pyrrolidin-3-yl)-5-(3-cyanophenyl)oxazole-2-carboxamide TFA salt